2-{[(3S,6R)-1-acryloyl-6-methylpiperidin-3-yl]oxy}-N-[(2S)-1-methoxypropan-2-yl]-5H-pyrrolo[2,3-b]pyrazine-7-carboxamide C(C=C)(=O)N1C[C@H](CC[C@H]1C)OC=1N=C2C(=NC1)NC=C2C(=O)N[C@H](COC)C